NC1CCC(CC1)C[C@@H]1CC[C@H](CC1)N trans-bis(4-aminocyclohexyl)methane